2-(4'-chloro-3-fluorospiro[cyclobutane-1,5'-pyrrolo[2,3-d]pyrimidin]-7'(6'H)-yl)isonicotinonitrile ClC=1C2=C(N=CN1)N(CC21CC(C1)F)C=1C=C(C#N)C=CN1